FC([C@@H](C)N1N=NC2=C1C=C(C=C2)C=2C=CN1N=C(N=C(C12)OC)N[C@H]1C(CN(CC1)C(CO)=O)(F)F)F 1-((R)-4-((5-(1-((R)-1,1-difluoropropan-2-yl)-1H-benzo[d][1,2,3]triazol-6-yl)-4-methoxypyrrolo[2,1-f][1,2,4]triazin-2-yl)amino)-3,3-difluoropiperidin-1-yl)-2-hydroxyethan-1-one